7-{6-[endo-3-amino-8-azabicyclo[3.2.1]octan-8-yl]-5-methyl-1H-pyrazolo[3,4-b]pyrazin-3-yl}-8-chloro-N,N-dimethylquinoxalin-2-amine NC1CC2CCC(C1)N2C2=C(N=C1C(=N2)NN=C1C1=CC=C2N=CC(=NC2=C1Cl)N(C)C)C